6-[5-(difluoromethyl)-1,3,4-oxadiazol-2-yl]-2-(4-fluorophenyl)-2,3-dimethyl-2,3-dihydro-4H-1,3-benzoxazin-4-one FC(C1=NN=C(O1)C=1C=CC2=C(C(N(C(O2)(C)C2=CC=C(C=C2)F)C)=O)C1)F